ClC1=C(C=CC(=C1OC=1C(=C2C(N(C=NC2=CC1)C)=O)C)F)NS(=O)(=O)CCC N-{2-chloro-3-[(3,5-dimethyl-4-oxo-3,4-dihydro-quinazolin-6-yl)oxy]-4-fluorophenyl}propane-1-sulfonamide